((4-Bromo-6,7-difluoro-1-(tetrahydro-2H-pyran-2-yl)-1H-benzo[d]imidazol-5-yl)oxy)-2-fluorobenzonitrile BrC1=C(C(=C(C=2N(C=NC21)C2OCCCC2)F)F)OC=2C(=C(C#N)C=CC2)F